5-(2,6-bipyridin-2-ylpyridin-4-yl)oxopentan-1-amine N1C(C=CC=C1)(C1=CC=CC=N1)C1=NC=CC(=C1)CCCCC(N)=O